O=C1NC(CCC1C=1C=NC(=NC1)N1CCC(CC1)C(=O)O)=O 1-(5-(2,6-dioxopiperidin-3-yl)pyrimidin-2-yl)piperidine-4-carboxylic acid